C1CC12NC([N]C2)=O 4,6λ2-diazaspiro[2.4]heptan-5-one